methyl 2-amino-3-(3-fluoro-4-hydroxyphenyl)propanoate NC(C(=O)OC)CC1=CC(=C(C=C1)O)F